N-(1''-(4-(cyclopentanecarbonyl)thiophene-2-carbonyl)dispiro[cyclopropane-1,1'-cyclohexane-4',3''-indolin]-5''-yl)methanesulfonamide C1(CCCC1)C(=O)C=1C=C(SC1)C(=O)N1CC2(C3=CC(=CC=C13)NS(=O)(=O)C)CCC1(CC2)CC1